1-(5-(1-(4-ethylphenyl)-1H-pyrazol-4-yl)-1H-indol-3-yl)-3-(tetrahydrofuran-3-yl)urea C(C)C1=CC=C(C=C1)N1N=CC(=C1)C=1C=C2C(=CNC2=CC1)NC(=O)NC1COCC1